4-methylisochromane CC1COCC2=CC=CC=C12